2-(cyclopropylamino)-8-(4-(difluoromethoxy)phenyl)-6-(1-(3-hydroxy-3-methylbutyl)-6-oxo-1,6-dihydropyridin-3-yl)pteridin-7(8H)-one C1(CC1)NC1=NC=2N(C(C(=NC2C=N1)C1=CN(C(C=C1)=O)CCC(C)(C)O)=O)C1=CC=C(C=C1)OC(F)F